CN1N=C(C=C1C(F)(F)F)CO (1-methyl-5-(trifluoromethyl)-1H-pyrazol-3-yl)methanol